trimethylolpropane tetrakis(2-ethylhexanoate) C(C)C(C(=O)O)CCCC.C(C)C(C(=O)O)CCCC.C(C)C(C(=O)O)CCCC.C(C)C(C(=O)O)CCCC.C(O)C(CC)(CO)CO